(R)-2-(3-(1-hydroxy-2-methyl-1-(4-methyl-4H-1,2,4-triazol-3-yl)propyl)phenyl)-6-(((1-methylcyclobutyl)amino)methyl)-4-(trifluoromethyl)isoindolin-1-one O[C@@](C(C)C)(C1=NN=CN1C)C=1C=C(C=CC1)N1C(C2=CC(=CC(=C2C1)C(F)(F)F)CNC1(CCC1)C)=O